FC1=C(C=CC(=C1)[N+](=O)[O-])NCCCO 3-(2-fluoro-4-nitrophenylamino)propan-1-ol